N1(C=CCC1)CCCCCCCC\C=C/CCCCCCCC(=O)O pyrrolinoleic acid